CC1(SCC2=C1C(=NN=C2N[C@H]2CNCCC2)C2=C(C=C(C=C2)C(F)(F)F)O)C 2-(7,7-dimethyl-4-{[(3R)-piperidin-3-yl]amino}-5,7-dihydrothieno[3,4-d]pyridazin-1-yl)-5-(trifluoromethyl)phenol